C(C)(C)C1=C(C(=C(C=C1)C1=C(C=CC=C1)N)N)C(C)C diisopropyl-2,2'-diaminobiphenyl